5-methoxy-3-phenethyl-1-phenyl-1H-benzo[g]indazole COC=1C=C2C(=NN(C2=C2C1C=CC=C2)C2=CC=CC=C2)CCC2=CC=CC=C2